N-(5-(3-(4-fluorobenzyl)ureido)benzo[d]thiazol-2-yl)benzenesulfonamide FC1=CC=C(CNC(NC=2C=CC3=C(N=C(S3)NS(=O)(=O)C3=CC=CC=C3)C2)=O)C=C1